FC(C=1C=CC(=NC1)CO)(F)F [5-(trifluoromethyl)-2-pyridinyl]methanol